5-(7-((1S,2S)-2-(1-(2,2,2-trifluoroethyl)-1H-pyrazolo[4,3-c]pyridin-6-yl)cyclopropyl)pyrazolo[1,5-a]pyrimidin-5-yl)pyrimidine-2,4(1H,3H)-dione FC(CN1N=CC=2C=NC(=CC21)[C@@H]2[C@H](C2)C2=CC(=NC=1N2N=CC1)C=1C(NC(NC1)=O)=O)(F)F